N-(4-(4-amino-5-(4-(1-(cyclopropylamino)-2,2,2-trifluoroethyl)-3-methoxyphenyl)pyrazolo[5,1-f][1,2,4]triazin-6-yl)phenyl)-2-fluoroacrylamide NC1=NC=NN2C1=C(C(=N2)C2=CC=C(C=C2)NC(C(=C)F)=O)C2=CC(=C(C=C2)C(C(F)(F)F)NC2CC2)OC